4-(7-amino-6-fluoro-8-nitro-4-oxo-4H-chromen-2-yl)benzonitrile NC1=C(C=C2C(C=C(OC2=C1[N+](=O)[O-])C1=CC=C(C#N)C=C1)=O)F